FC1=CC=C(C=C1)NC1=NC=NC2=C1N=CN=C2NN=CC=2C=C(C(=C(C2)O)O)O 5-((2-(8-((4-fluorophenyl)amino)pyrimido[5,4-d]pyrimidin-4-yl)hydrazineylidene)methyl)benzene-1,2,3-triol